ClC1=CC(=C(COC=2C=C(C=CC2F)C=2CCN(CC2)CC2=NC3=C(C=NC(=C3)C=3NC(=NN3)C#N)N2C[C@H]2OCC2)C=C1)F (S)-5-(2-((4-(3-((4-chloro-2-fluorobenzyl)oxy)-4-fluorophenyl)-3,6-dihydropyridin-1(2H)-yl)methyl)-3-(oxetan-2-ylmethyl)-3H-imidazo[4,5-c]pyridin-6-yl)-4H-1,2,4-triazole-3-carbonitrile